P-phenyl-thiazaphospholidine C1(=CC=CC=C1)P1NSCC1